4-(5-fluoro-6-methylpyridin-2-yl)-6-methyl-6-(trifluoromethyl)tetrahydro-2H-pyran-3-carboxylic acid FC=1C=CC(=NC1C)C1C(COC(C1)(C(F)(F)F)C)C(=O)O